O=C1NC(CCC1NC1=CC(=C(C=C1OC)N1CCN(CC1)C1CCC(CC1)N1N=CC(=C1)C=1N=C(C=2N(C1)N=CC2C#N)C=2C=NC(=CC2)F)F)=O 6-[1-[4-[4-[4-[(2,6-dioxo-3-piperidyl)amino]-2-fluoro-5-methoxy-phenyl]piperazin-1-yl]cyclohexyl]pyrazol-4-yl]-4-(6-fluoro-3-pyridyl)pyrazolo[1,5-a]pyrazine-3-carbonitrile